COC[C@@H](C(=O)N[C@H](C(=O)[C@@]1(OC1)C)CC1=CC=CC=C1)NC(=O)C1=CN=C(S1)C N-[(2S)-3-methoxy-1-[[(2S)-1-[(2R)-2-methyloxiran-2-yl]-1-oxo-3-phenylpropan-2-yl]amino]-1-oxopropan-2-yl]-2-methyl-1,3-thiazole-5-carboxamide